(rac)-((1R,2S,4S)-2-((tert-butyldiphenylsilyl)methyl)-2-(4-fluorophenyl)bicyclo[2.1.1]hexan-1-yl)(naphthalen-2-yl)methanone [Si](C1=CC=CC=C1)(C1=CC=CC=C1)(C(C)(C)C)C[C@]1(C2(CC(C1)C2)C(=O)C2=CC1=CC=CC=C1C=C2)C2=CC=C(C=C2)F |r|